4-methyl-1,3-oxazinane CC1NCOCC1